ClC=1C=C(C=C(C1)Cl)C=1OC2=C(N1)C=CC(=C2)C(=O)NC2CN(CC2)C 2-(3,5-dichlorophenyl)-N-(1-methylpyrrolidin-3-yl)benzo[d]oxazole-6-carboxamide